N-(4-chloropyridin-2-yl)oxazol-2-amine ClC1=CC(=NC=C1)NC=1OC=CN1